2-Amino-8-(2-(4-(2-fluorophenyl)piperazin-1-yl)ethyl)-4-(1H-pyrazol-4-yl)pteridin-7(8H)-one NC1=NC=2N(C(C=NC2C(=N1)C=1C=NNC1)=O)CCN1CCN(CC1)C1=C(C=CC=C1)F